1-Cyclobutyl-N-((6,7-difluoro-2-(4'-fluoro-2'-(4-methyl-4H-1,2,4-triazol-3-yl)-[1,1'-biphenyl]-3-yl)benzo[d]oxazol-5-yl)methyl)methanamine C1(CCC1)CNCC=1C(=C(C2=C(N=C(O2)C=2C=C(C=CC2)C2=C(C=C(C=C2)F)C2=NN=CN2C)C1)F)F